N-(6-(2-(acetamidomethyl)-3-fluorophenyl)imidazo[1,2-a]pyridin-2-yl)-2-fluorocyclopropanecarboxamide C(C)(=O)NCC1=C(C=CC=C1F)C=1C=CC=2N(C1)C=C(N2)NC(=O)C2C(C2)F